C1(CC1)[C@H](C)NC1=NN2C(C=N1)=C(C=C2)C=2C=NC1=NC=CC=C1C2 (S)-N-(1-cyclopropylethyl)-5-(1,8-naphthyridin-3-yl)pyrrolo[2,1-f][1,2,4]triazin-2-amine